2-amino-5-bromo-3-methyl-benzoic acid NC1=C(C(=O)O)C=C(C=C1C)Br